2,5-Dioxopyrrolidin-1-yl 6-(2-{bis[2-(bis{[1-(α-D-mannopyranosyl)-1H-1,2,3-triazol-4-yl]methyl}amino)-2-oxoethyl]amino}acetamido)hexanoate [C@H]1([C@@H](O)[C@@H](O)[C@H](O)[C@H](O1)CO)N1N=NC(=C1)CN(C(CN(CC(=O)NCCCCCC(=O)ON1C(CCC1=O)=O)CC(N(CC=1N=NN(C1)[C@@H]1[C@@H](O)[C@@H](O)[C@H](O)[C@H](O1)CO)CC=1N=NN(C1)[C@@H]1[C@@H](O)[C@@H](O)[C@H](O)[C@H](O1)CO)=O)=O)CC=1N=NN(C1)[C@@H]1[C@@H](O)[C@@H](O)[C@H](O)[C@H](O1)CO